C(C)(C)(C)OC(CO[C@H]1CN(CC1)C(=O)OCC1=CC=CC=C1)=O (R)-Benzyl 3-(2-(tert-butoxy)-2-oxoethoxy)pyrrolidine-1-carboxylate